3-acetoxymethyl-8-oxo-7-(2-thiophen-2-yl-acetylamino)-5-thia-1-aza-bicyclo[4.2.0]oct-2-ene-2-carboxylic acid C(C)(=O)OCC1=C(N2C(C(C2SC1)NC(CC=1SC=CC1)=O)=O)C(=O)O